Cl.CC1=NN=C(S1)C=1C=C(C=CC1)[C@@H](C)N (1R)-1-[3-(5-methyl-1,3,4-thiadiazol-2-yl)phenyl]ethylamine hydrochloride